C1(CC1)C=1C(=CNC(C1)=O)C(=O)N(C)C 4-cyclopropyl-N,N-dimethyl-6-oxo-1,6-dihydropyridine-3-carboxamide